C(C)(C)(C)OC(=O)N1CC(C(CC1)CI)(C)C 4-(iodomethyl)-3,3-dimethylpiperidine-1-carboxylic acid tert-butyl ester